FC(CCC1=NN=C(S1)C(=O)NCC=1C=NC(=CC1)C)CN1N=NC(=C1)C(NCC1=C(C=CC(=C1)OC(F)(F)F)F)=O 5-{3-fluoro-4-[4-({[2-fluoro-5-(trifluoromethoxy)phenyl]methyl}carbamoyl)-1H-1,2,3-triazol-1-yl]butyl}-N-[(6-methylpyridin-3-yl)methyl]-1,3,4-thiadiazole-2-carboxamide